5-((R)-1-((R)-4-Benzyl-2-oxooxazolidin-3-yl)-5-methyl-1-oxohex-5-en-3-yl)-N-methyl-N-phenyl-1H-indole-2-carboxamide C(C1=CC=CC=C1)[C@H]1N(C(OC1)=O)C(C[C@@H](CC(=C)C)C=1C=C2C=C(NC2=CC1)C(=O)N(C1=CC=CC=C1)C)=O